ClC=1N=C(N2N=C(N=CC21)N[C@H]2[C@H](CN(CC2)S(=O)(=O)C)F)C(C)CC (3S,4R)-N-[5-chloro-7-(sec-butyl)imidazo[4,3-f][1,2,4]triazin-2-yl]-3-fluoro-1-methanesulfonylpiperidin-4-amine